FC1=CC=C(C=C1)[C@]1(C[C@@H]2[C@@H](N(OC2(C)C)C)[C@H](C1)C)C (3ar,5r,7s,7as)-5-(4-fluorophenyl)-1,3,3,5,7-pentamethyloctahydrobenzo[c]isoxazole